C(C#CCCCC)(C(=O)O)C(=O)O heptynedicarboxylic acid